COC1=C2C=C(NC2=CC=C1)C(=O)N1[C@@H]([C@H]2C[C@H]2C1)C(=O)N[C@H](C(=O)OC)C[C@H]1C(NCCC1)=O methyl (2S)-2-[[(1S,2S,5R)-3-(4-methoxy-1H-indole-2-carbonyl)-3-azabicyclo[3.1.0]hexane-2-carbonyl]amino]-3-[(3S)-2-oxo-3-piperidyl]propanoate